C(=O)O.CC(C(=O)N)C 2-methylpropanamide formate